ammonia vinyl-diethyl-malonate C(=C)OC(C(C(=O)O)(CC)CC)=O.N